N-(4-(4,4-difluorocyclohexyl)-6-(2,5-difluorophenyl)pyrimidin-5-yl)-3,3-dimethylbutanamide FC1(CCC(CC1)C1=NC=NC(=C1NC(CC(C)(C)C)=O)C1=C(C=CC(=C1)F)F)F